C1(CC1)C1=CC(=CC(=N1)NC(C=1C(N(C=C(C1)CN1C[C@H](CC1)OC)C1CC1)=O)=O)C1=C(C=C(C=C1)F)C1=NN=CN1C N-{6-cyclopropyl-4-[4-fluoro-2-(4-methyl-4H-1,2,4-triazol-3-yl)phenyl]-2-pyridyl}-5-{[(S)-3-methoxy-1-pyrrolidinyl]methyl}-1-cyclopropyl-2-oxo-1,2-dihydronicotinamide